ClC1=C(C=C(S1)[C@@H](C(C(=O)OCC1=CC=CC=C1)(C)C)C1=C(C2=C(N(N=N2)CC)C=C1)F)CO benzyl (S)-3-(5-chloro-4-(hydroxymethyl)thiophen-2-yl)-3-(1-ethyl-4-fluoro-1H-benzo[d][1,2,3]triazol-5-yl)-2,2-dimethylpropanoate